ClC1=CC=C(C=C1)C=1N=C(NC1C1=CC=CC=C1)CC=1SC=CC1 4-(4-chlorophenyl)-5-phenyl-2-(2-thienylmethyl)imidazole